N-methyl-oleamide taurate NCCS(=O)(=O)O.CNC(CCCCCCC\C=C/CCCCCCCC)=O